BrC=1C(=CC=C2C(=C(C=NC12)C(=O)N[C@H]1CCOC2=CC=CC=C12)N(C)C)F 8-bromo-N-[(4S)-3,4-dihydro-2H-chromen-4-yl]-4-(dimethylamino)-7-fluoroquinoline-3-carboxamide